3-(1-methyl-1H-pyrazol-4-yl)pyrazine CN1N=CC(=C1)C=1C=NC=CN1